CC1=CCC(C(C)(O)C)CC1 (Z)-α-Terpineol